N,N1-Bis-(2-ethylphenyl)-6-morpholin-4-yl-[1,3,5]triazine-2,4-diamine C(C)C1=C(C=CC=C1)NC1N(C(=NC(=N1)N)N1CCOCC1)C1=C(C=CC=C1)CC